3-(Diethoxymethylsilyl)propyl 2-propenoate C(C=C)(=O)OCCC[SiH2]C(OCC)OCC